trimethylolpropane tris(3-mercapto-3-methylbutyrate) SC(CC(=O)O)(C)C.SC(CC(=O)O)(C)C.SC(CC(=O)O)(C)C.C(O)C(CC)(CO)CO